OCC(C)(C)NC(=O)C1=C(OC2=C1C=C(C=C2)OCC2=CC=NN2C)C N-(1-hydroxy-2-methylpropan-2-yl)-2-methyl-5-((1-methyl-1H-pyrazol-5-yl)methoxy)benzofuran-3-carboxamide